(3R,4R)-1-(4-chloro-3-fluorophenyl)-4-fluoropyrrolidin-3-ol ClC1=C(C=C(C=C1)N1C[C@H]([C@@H](C1)F)O)F